6-chloro-4-(1H-pyrazol-1-yl)pyridazin-3-amine ClC1=CC(=C(N=N1)N)N1N=CC=C1